C(=O)(OC(C)(C)C)NC(=O)OC(C)(C)C bis-Bocammonia